C(C)(C)(C)OC(=O)N1[C@H](C[C@H](CC1)OC1=NC(=NC=C1)COC1=NC=C(C=C1F)F)C (2s,4s)-4-[2-[(3,5-difluoro-2-pyridinyl)oxymethyl]pyrimidin-4-yl]oxy-2-methyl-piperidine-1-carboxylic acid tert-butyl ester